S(ON1[C@@H]2CC[C@H](N(C1=O)C2)C(Cl)Cl)(O)(=O)=O (2s,5r)-2-(dichloromethyl)-7-oxo-1,6-diazabicyclo[3.2.1]oct-6-yl bisulfate